(2s,5r)-5-((tert-butoxycarbonyl)amino)tetrahydro-2H-pyran-2-carboxylic acid methyl ester COC(=O)[C@H]1OC[C@@H](CC1)NC(=O)OC(C)(C)C